COC(CNC(OCC1=CC=CC=C1)=O)OC benzyl (2,2-dimethoxyethyl)-carbamate